C(C)OCCOCCOCCOCCOC(CCCC(C(=O)O)=O)=O 2-Oxo-Hexanedioic acid 6-(2-{2-[2-(2-ethoxy-ethoxy)-ethoxy]-ethoxy}-ethyl) ester